[2H]C([2H])(C1=CNC2=C1C=C(C=C2)O)C([2H])([2H])N serotonin-d4 hydrochloride